4-methyl-N-(pyridin-3-yl)-6-(thiazol-5-yl)picolinamide CC1=CC(=NC(=C1)C1=CN=CS1)C(=O)NC=1C=NC=CC1